5-(2-fluoro-6-hydroxyphenyl)-3-(4-((R)-hexahydropyrazino[2,1-c][1,4]oxazin-8(1H)-yl)-3-(3-hydroxypropoxy)phenyl)-1-trityl-1H-pyrazolo[4,3-c]pyridazin-6(5H)-one FC1=C(C(=CC=C1)O)N1N=C2C(=CC1=O)N(N=C2C2=CC(=C(C=C2)N2C[C@@H]1COCCN1CC2)OCCCO)C(C2=CC=CC=C2)(C2=CC=CC=C2)C2=CC=CC=C2